6-Methyl-1-(3-methyl-1H-indol-1-yl)naphthalen-2-ol CC=1C=C2C=CC(=C(C2=CC1)N1C=C(C2=CC=CC=C12)C)O